1-Tert-butyl N-[2-[2-[4-[2-(2,6-dioxo-3-piperidyl)-1,3-dioxo-isoindolin-5-yl]piperazin-1-yl] ethoxy]ethyl]carbamate O=C1NC(CCC1N1C(C2=CC=C(C=C2C1=O)N1CCN(CC1)CCOCCNC(OC(C)(C)C)=O)=O)=O